4-cyano-4-[(dodecylthiocarbonylthio)thio]pentanoic acid C(#N)C(CCC(=O)O)(C)SSC(=S)CCCCCCCCCCCC